C(CCC\C=C/CC)O (Z)-oct-5-en-1-ol